CC1CCC=CC1 6-methyl-2-cyclohexene